2,7-diamino-3-nitropyrazolo[1,5-a]pyrimidin-5(4H)-one NC1=NN2C(NC(C=C2N)=O)=C1[N+](=O)[O-]